8-(4-chloro-2-fluorophenyl)-2,3-dimethyl-6-(4-((1-methyl-1H-pyrazol-4-yl)oxy)piperidin-1-yl)pyrimido[5,4-d]pyrimidin-4(3H)-one ClC1=CC(=C(C=C1)C1=NC(=NC2=C1N=C(N(C2=O)C)C)N2CCC(CC2)OC=2C=NN(C2)C)F